O1CCN(CC1)C1=NC(=NC=C1)NCC1CN(C1)C(C=C)=O 1-(3-(((4-Morpholinopyrimidin-2-yl)amino)methyl)azetidin-1-yl)prop-2-en-1-one